4-((1H-pyrazol-1-yl)methyl)-2-hydrazino-6-methoxypyridine N1(N=CC=C1)CC1=CC(=NC(=C1)OC)NN